COC1=C(C(N(N=C1C)C)=O)C1=C(C=CC(=C1)SCC1=CC=C(C=C1)OC)C 5-methoxy-4-(5-((4-methoxybenzyl)thio)-2-methylphenyl)-2,6-dimethylpyridazin-3(2H)-one